2-((2R,5s)-4-(6-cyano-1-methyl-2-oxo-1,2-dihydropyrido[3,2-d]pyrimidin-4-yl)-2,5-diethylpiperazin-1-yl)-2-(4-(trifluoromethyl)phenyl)acetic acid C(#N)C=1C=CC=2N(C(N=C(C2N1)N1C[C@H](N(C[C@@H]1CC)C(C(=O)O)C1=CC=C(C=C1)C(F)(F)F)CC)=O)C